OC(C)(C)C1C(CC(CC1)C)O 2-(1-hydroxy-1-methylethyl)-5-methylcyclohexanol